C(C)C=1C=C2C(=C(C(=NC2=C(C1)F)N1C[C@H](CC1)N[C@H]1COCC1)C1=NC(=NO1)C)C (S)-1-(6-ethyl-8-fluoro-4-methyl-3-(3-methyl-1,2,4-oxadiazol-5-yl)quinolin-2-yl)-N-((R)-tetrahydrofuran-3-yl)pyrrolidin-3-amine